OCC=1C(=NOC1C1=CC=C(O[C@H]2C[C@@H](COC2)C(=O)OC)C=C1)C |r| (±)-trans-Methyl 5-(4-(4-(hydroxymethyl)-3-methylisoxazol-5-yl)phenoxy)tetrahydro-2H-pyran-3-carboxylate